ClC=1C=C(C=NC1)C(C)OC1=CC(=CC=2N1C(=CN2)C#N)C=2N=NN(C2C)C2CCN(CC2)C#N 5-[1-(5-Chloro-3-pyridyl)ethoxy]-7-[1-(1-cyano-4-piperidyl)-5-methyl-triazol-4-yl]imidazo[1,2-a]pyridine-3-carbonitrile